(1-(7-((tert-butyldimethylsilyl)oxy)naphthalen-1-yl)cyclopropyl)-5-(2-(dimethylamino)ethoxy)-2-methylbenzamide [Si](C)(C)(C(C)(C)C)OC1=CC=C2C=CC=C(C2=C1)C1(CC1)C=1C(=C(C(=O)N)C=C(C1)OCCN(C)C)C